sodium 4-trifluoromethylphenyl-sulphinate FC(C1=CC=C(C=C1)S(=O)[O-])(F)F.[Na+]